methyl 3-methyl-1-(6-sulfamoyl-2-pyridyl)piperidine-3-carboxylate CC1(CN(CCC1)C1=NC(=CC=C1)S(N)(=O)=O)C(=O)OC